C(C)(C)(C)OC(NC1=NC=C(C(=C1)N1C=NC(=C1)C1CC1)C)=O (4-(4-cyclopropyl-1H-imidazol-1-yl)-5-methylpyridin-2-yl)carbamic acid tert-butyl ester